N1(C(C=CC1=O)=O)CCC(NCCOCCOCCNC(CCN1C(C=CC1=O)=O)=O)=O 1,16-Bis(2,5-Pyrroledione-1-yl)-4,13-diaza-7,10-dioxa-3,14-dioxohexadecane